2-[(3S)-1-(2-ethyl-6-{1-methyl-5-[(2-oxo-5-propyl-1,2-dihydropyridin-1-yl)methyl]-4,5-dihydro-1H-1,2,3-triazol-4-yl}pyridin-3-yl)pyrrolidin-3-yl]-2-methylpropanoic acid C(C)C1=NC(=CC=C1N1C[C@@H](CC1)C(C(=O)O)(C)C)C1N=NN(C1CN1C(C=CC(=C1)CCC)=O)C